C(C1=CC=CC=C1)OC(=O)N[C@@H](C)C(=O)N[C@H](C)C(=O)O N-[(benzyloxy)carbonyl]-L-alanyl-D-alanine